2-((1R,2R)-1-(2-chlorophenyl)-1-(4-methyl-1H-pyrazol-1-yl)propan-2-yl)-5-hydroxy-N-(isoxazol-4-yl)-1-methyl-6-oxo-1,6-dihydropyrimidine-4-carboxamide ClC1=C(C=CC=C1)[C@@H]([C@@H](C)C=1N(C(C(=C(N1)C(=O)NC=1C=NOC1)O)=O)C)N1N=CC(=C1)C